NC1=C(C=CC=C1)N1CCN(CC1)C(=O)C1=CC=C(C=C1)Cl (4-(2-aminophenyl)piperazin-1-yl)(4-chlorophenyl)methanone